C(C)(C)(C)OC(=O)N[C@@H](CC(=O)OC)C=O Methyl (3S)-3-(tert-butoxycarbonylamino)-4-oxo-butanoate